FC=1C(=NCN(C1)C1=NC=C(C=C1)CN1CCN(CC1)C)C=1C=C2C3(C(=NC2=C(C1)F)C)CCCC3 5-Fluoro-4-(7'-fluoro-2'-methylspiro[cyclopentane-1,3'-indol]-5'-yl)-N-(5-((4-methylpiperazin-1-yl)methyl)pyridin-2-yl)pyrimidine